C(C1=CC=CC=C1)(=O)OC(CCC1=CC=CC=C1)CC(C(=O)OC)C=1C=CC2=C(OC3=C2C=CC=C3)C1 5-(dibenzo[b,d]furan-3-yl)-6-methoxy-6-oxo-1-phenylhexane-3-yl benzoate